vaccenylamine C(CCCCCCCCC\C=C\CCCCCC)N